CCCCC(CC)C=O Heptane-5-carbaldehyde